[4-(2,4-difluorophenyl)thiazol-2-yl]-4-methoxy-benzamide FC1=C(C=CC(=C1)F)C=1N=C(SC1)C1=C(C(=O)N)C=CC(=C1)OC